5-(4-(Cyclopentylmethyl)phenyl)-3-(3-(fluoromethyl)azetidine-1-carbonyl)-7-oxo-4,7-dihydropyrazolo[1,5-a]pyrimidine-2-carboxylic acid C1(CCCC1)CC1=CC=C(C=C1)C=1NC=2N(C(C1)=O)N=C(C2C(=O)N2CC(C2)CF)C(=O)O